(R)-2-((2S,3R)-3-((tert-butoxycarbonyl)amino)-2-hydroxy-4-phenylbutanamido)-2-(4-fluoro-3-(trifluoromethyl)phenyl)acetic acid C(C)(C)(C)OC(=O)N[C@@H]([C@@H](C(=O)N[C@@H](C(=O)O)C1=CC(=C(C=C1)F)C(F)(F)F)O)CC1=CC=CC=C1